O1C(=NC2=C1C=CC=C2)C=2N=C(N(C(C2O)=O)C)C=2N(C1=C(N2)C=CC(=C1)NC(=O)NC)C1CCC1 1-{2-[4-(1,3-benzoxazol-2-yl)-5-hydroxy-1-methyl-6-oxopyrimidin-2-yl]-3-cyclobutyl-1,3-benzodiazol-5-yl}-3-methylurea